2-({6-[(1,3-Benzothiazol-2-yl)amino]-5-methylpyridazin-3-yl}(methyl)amino)-5-[1-(2-phenylacetyl)azetidin-3-yl]-1,3-thiazole-4-carboxylic acid S1C(=NC2=C1C=CC=C2)NC2=C(C=C(N=N2)N(C=2SC(=C(N2)C(=O)O)C2CN(C2)C(CC2=CC=CC=C2)=O)C)C